picolinic acid methyl ester dihydrochloride Cl.Cl.COC(C1=NC=CC=C1)=O